C1CC12CCN(CC2)C2=C(C(=O)NC=1C=C3C=CC=NC3=C(N1)N1CCC(CC1)(F)F)C=CC(=C2)NS(=O)(=O)[C@H](CO)C 2-{6-azaspiro[2.5]octane-6-yl}-N-[8-(4,4-difluoropiperidin-1-yl)-1,7-naphthyridin-6-yl]-4-[(2S)-1-hydroxypropane-2-Sulfonylamino]benzamide